N-(3-carbamoyl-4-fluorophenyl)-2-(4,4-difluoroazepan-1-yl)quinoline-3-carboxamide C(N)(=O)C=1C=C(C=CC1F)NC(=O)C=1C(=NC2=CC=CC=C2C1)N1CCC(CCC1)(F)F